C(#N)[C@]1([C@H](C1)C)N1C(=CC2=CC(=CC=C12)C1CCOCC1)C(=O)N(C1=CC=CC=C1)C 1-((1S,2S)-1-Cyano-2-methylcyclopropyl)-N-methyl-N-phenyl-5-(tetrahydro-2H-pyran-4-yl)-1H-indole-2-carboxamide